8-methyl-2-[(2S)-tetrahydrofuran-2-ylmethyl]-4,5-dihydro-2H-furo[2,3-g]indazole-7-carboxylic acid ethyl ester C(C)OC(=O)C1=C(C2=C(CCC3=CN(N=C23)C[C@H]2OCCC2)O1)C